C(C)(=O)C1=C(C(=O)C(=O)O)C=CC=C1 2-acetylbenzoylcarboxylic acid